2-butyloctyl 3,6-diethyl-12-nonyl-10-oxo-9,11-dioxa-3,6-diazaheneicosane-21-ate C(C)N(CC)CCN(CCOC(OC(CCCCCCCCC(=O)OCC(CCCCCC)CCCC)CCCCCCCCC)=O)CC